[3-fluoro-5-(1,1,2,2,3,3,3-heptafluoropropyl)-2-pyridyl]-2-[[5-(hydroxymethyl)-4-methyl-1,2,4-triazol-3-yl]sulfanyl]-5-nitro-benzamide FC=1C(=NC=C(C1)C(C(C(F)(F)F)(F)F)(F)F)C=1C(=C(C(=O)N)C=C(C1)[N+](=O)[O-])SC1=NN=C(N1C)CO